3,5,3',5'-tetracarboxybiphenyl C(=O)(O)C=1C=C(C=C(C1)C(=O)O)C1=CC(=CC(=C1)C(=O)O)C(=O)O